N-{4-[4-amino-7-methyl-5-(4-{2-oxa-5-azaspiro[3.4]octane-5-carbonyl}cyclohex-1-en-1-yl)-7H-pyrrolo[2,3-d]pyrimidin-6-yl]phenyl}-2-methylprop-2-enamide NC=1C2=C(N=CN1)N(C(=C2C2=CCC(CC2)C(=O)N2C1(COC1)CCC2)C2=CC=C(C=C2)NC(C(=C)C)=O)C